4-((3-(5-fluoropyrimidin-2-yl)-2-methoxyphenyl)amino)-N-(methyl-d3)-6-(pyridin-2-yl-amino)nicotinamide FC=1C=NC(=NC1)C=1C(=C(C=CC1)NC1=CC(=NC=C1C(=O)NC([2H])([2H])[2H])NC1=NC=CC=C1)OC